N-({5-[5-(difluoromethyl)-1,3,4-oxadiazol-2-yl]-1,3-thiazol-2-yl}methyl)-N-(5-fluoropyridin-3-yl)-2-(morpholin-4-yl)ethane-1-sulfonamide FC(C1=NN=C(O1)C1=CN=C(S1)CN(S(=O)(=O)CCN1CCOCC1)C=1C=NC=C(C1)F)F